C1CNCCC1C(=O)NCC2=CN=CC=C2 N-(pyridin-3-ylmethyl)piperidine-4-carboxamide